1-((2R,4R,SR)-3,3-difluoro-4-hydroxy-5-(hydroxymethyl)tetrahydrofuran-2-yl)-4-((2-oxido-4-(pyridin-4-yl)-1,3,2-dioxaphosphinan-2-yl)amino)pyrimidin-2(1H)-one FC1([C@@H](O[C@H]([C@H]1O)CO)N1C(N=C(C=C1)NP1(OCCC(O1)C1=CC=NC=C1)=O)=O)F |&1:4|